O.OC(CC(=O)[O-])(C)C.[Ca+2].OC(CC(=O)[O-])(C)C calcium β-hydroxy-β-methylbutyrate monohydrate